C(C1=CC=CC=C1)OC1=C(C(=O)N(C2=CC=C(C=C2)N2CCCCC2)CC2=CC=C(C(=O)O)C=C2)C=C(C(=C1)OCC1=CC=CC=C1)C(C)C 4-((2,4-bis(benzyloxy)-5-isopropyl-N-(4-(piperidin-1-yl)phenyl)benzamido)methyl)benzoic acid